(2R)-4-[(tert-butoxy)carbonyl]morpholine-2-carboxylic acid C(C)(C)(C)OC(=O)N1C[C@@H](OCC1)C(=O)O